bismuth (iii) iodide [Bi](I)(I)I